COC=1C=C(C=C(C1OC1=CC=CC=C1)C)NC(=O)NC1=CC=CC=C1 1-(3-methoxy-5-methyl-4-phenoxyphenyl)-3-phenylurea